COC1=C2C(=NN(C2=CC=C1[C@H](C(F)(F)F)OC)C)NC1=CC(=NC=C1C(CC([2H])([2H])[2H])=O)NC(=O)C1CC1 |o1:11| (R*)-N-(4-((4-methoxy-1-methyl-5-(2,2,2-trifluoro-1-methoxyethyl)-1H-indazol-3-yl)amino)-5-(propanoyl-3,3,3-d3)pyridin-2-yl)cyclopropanecarboxamide